C1(CCC1)[C@H]1N(S(C2=C(N(C1)C1=CC=CC=C1)C=C1OCC3=C(C1=C2)SC(=C3)C(=O)O)(=O)=O)C (R)-9-cyclobutyl-10-methyl-7-phenyl-7,8,9,10-tetrahydro-4H-thieno[3',2':3,4]chromeno[7,6-f][1,2,5]thiadiazepine-2-carboxylic acid 11,11-dioxide